ClC1=C(C(=NC=N1)C(C(CN1N=CN=C1)(O)C1=C(C=C(C=C1)F)F)C)F 3-(6-chloro-5-fluoropyrimidin-4-yl)-2-(2,4-difluorophenyl)-1-(1H-1,2,4-triazole-1-yl)-2-butanol